ClC1=CC(=C(C=C1)N1C(=NN=C1C)[C@@H]1CC[C@H](CC1)OC1=NC=CC=C1)C trans-2-((4-(4-(4-Chloro-2-methylphenyl)-5-methyl-4H-1,2,4-triazol-3-yl)cyclohexyl)oxy)pyridin